C(C)OC(=O)C=1NC2=CC=C(C=C2C1)OC1=C(C=C(C=C1)Cl)Br 5-(2-bromo-4-chlorophenoxy)-1H-indole-2-carboxylic acid ethyl ester